tert-butyl N-[(3R)-3-methylpyrrolidin-3-yl]carbamate C[C@@]1(CNCC1)NC(OC(C)(C)C)=O